Cl.N1(CCNCC1)C1=NSC2=C1C=CC=C2 (1-piperazinyl)-1,2-benzisothiazole hydrochloride